1-methyl-5-(1-methoxyethyl)-1,4-cyclohexadiene CC1=CCC=C(C1)C(C)OC